N1=NC=CC2=C1NCCC2 6,7-DIHYDRO-5H-PYRIDO[2,3-C]PYRIDAZIN